NC=1N=CN(C(C1C(=O)NC1=CC(=CC=C1)[C@@H]1N[C@@H](CC1)C)=O)C1=C(C=CC=C1Cl)Cl 4-amino-1-(2,6-dichlorophenyl)-N-(3-((2R,5R)-5-methylpyrrolidin-2-yl)phenyl)-6-oxo-1,6-dihydropyrimidine-5-carboxamide